N=1C=CN2C1C=C(C=C2)C(C(C)=O)(C)C 3-imidazo[1,2-a]pyridin-7-yl-3-methyl-butan-2-one